[2H]C(N1N=NC=C1B(O)O)([2H])[2H] [3-(trideuteriomethyl)triazol-4-yl]boronic acid